C1=CC=CC2C3C=CC=CC3C(C12)COC(=O)N[C@H](C(=O)O)C1CCCC1 (2S)-2-({[(4b,8a,9,9a-tetrahydro-4aH-fluoren-9-yl)methoxy]carbonyl}amino)-2-cyclopentylacetic acid